N,N-diethyl-3-propylamine C(C)N(CC)CCC